CC=1OC(C=NC1)CC1COCC1 2-methyl-6-((tetrahydrofuran-3-yl)methyl)-6H-[1,4]oxazine